6-((6S,8R)-7-(2,2-difluoroethyl)-8-methyl-6,7,8,9-tetrahydro-3H-pyrazolo[4,3-f]isoquinolin-6-yl)-5-fluoro-N-(1-(3-fluoropropyl)azetidin-3-yl)pyridin-3-amine FC(CN1[C@@H](C2=CC=C3C(=C2C[C@H]1C)C=NN3)C3=C(C=C(C=N3)NC3CN(C3)CCCF)F)F